4-(tert-butyl)-1-methyl-2-nitrobenzene C(C)(C)(C)C1=CC(=C(C=C1)C)[N+](=O)[O-]